2,2-dimethylpropanamide hydrochloride Cl.CC(C(=O)N)(C)C